(8R,9S,10R,13S,14S,17S)-17-((tert-Butyldimethylsilyl)oxy)-1,2,6,7,8,9,10,11,12,13,14,15,16,17-tetradecahydro-3H-cyclopenta[a]phenanthren-3-one [Si](C)(C)(C(C)(C)C)O[C@H]1CC[C@H]2[C@@H]3CCC4=CC(CC[C@@H]4[C@H]3CC[C@H]12)=O